C(C)=NO ethane-1-one oxime